(2S)-4-[2-ethoxyethyl-[4-(5,6,7,8-tetrahydro-1,8-naphthyridin-2-yl)butyl]amino]-2-[[(2S)-2-(methoxymethyl)pyrrolidine-1-carbonyl]amino]butanoic acid C(C)OCCN(CC[C@@H](C(=O)O)NC(=O)N1[C@@H](CCC1)COC)CCCCC1=NC=2NCCCC2C=C1